FC=1C=C(C#N)C=C(C1)CO[C@@H](CO)COCCCCCCCCCCCCCCCC 3-Fluoro-5-[[(1S)-1-(hexadecoxymethyl)-2-hydroxy-ethoxy]methyl]benzonitrile